(R)-1-(2-chloropyridin-3-yl)ethyl (1-methyl-4-(5-(1-(trifluoromethyl)cyclopropane-1-carboxamido)pyridin-2-yl)-1H-1,2,3-triazol-5-yl)carbamate CN1N=NC(=C1NC(O[C@H](C)C=1C(=NC=CC1)Cl)=O)C1=NC=C(C=C1)NC(=O)C1(CC1)C(F)(F)F